O1C(CCC1)C(=O)O TETRAHYDROFURAN-2-CARBOXYLIC ACID